N-(2-((2S,3S)-1-(2-methoxyethyl)-2-methylpiperidin-3-yl)thieno[2,3-b]pyridin-4-yl)benzo[d]thiazol-5-amine COCCN1[C@H]([C@H](CCC1)C1=CC=2C(=NC=CC2NC=2C=CC3=C(N=CS3)C2)S1)C